7-chloro-6-fluoro-1-(2-isopropyl-4-methylpyridin-3-yl)-2-carbonyl-1,2-dihydropyrido[2,3-d]pyrimidin ClC=1C(=CC2=C(N(C(N=C2)=C=O)C=2C(=NC=CC2C)C(C)C)N1)F